CC1=C(C=CC=C1)C1=NC2=C(N1)C=CC=C2 2-(2-Methylphenyl)-1H-benzo[d]imidazole